3-[5-(6,7-difluoro-3,4-dihydro-1H-isoquinoline-2-carbonyl)-4,6-difluoro-1-oxo-isoindolin-2-yl]piperidine-2,6-dione FC=1C=C2CCN(CC2=CC1F)C(=O)C=1C(=C2CN(C(C2=CC1F)=O)C1C(NC(CC1)=O)=O)F